5-(4-cyclohexylphenyl)-3-(3-(fluoromethyl)azetidine-1-carbonyl)-2-(oxazol-5-yl)pyrazolo[1,5-a]pyrimidin-7(4H)-one C1(CCCCC1)C1=CC=C(C=C1)C=1NC=2N(C(C1)=O)N=C(C2C(=O)N2CC(C2)CF)C2=CN=CO2